BrC=1C(=NC=CC1)OC1=CC=C(C=C1)F 3-Bromo-2-(4-fluorophenoxy)pyridine